O=C1NC(CC[C@H]1N1C(C2=CC=CC(=C2C1=O)NCC1=C(C=C(CN2CCN(CC2)C2=NC=C(C(=O)N)C=C2)C=C1)F)=O)=O (R)-6-(4-(4-(((2-(2,6-dioxopiperidin-3-yl)-1,3-dioxoisoindolin-4-yl)amino)methyl)-3-fluorobenzyl)piperazin-1-yl)nicotinamide